Tert-butyl 4-[1-[[1-(2,6-dioxo-3-piperidyl)-3-methyl-2-oxo-benzimidazol-4-yl] methyl]azetidin-3-yl]oxypiperidine-1-carboxylat O=C1NC(CCC1N1C(N(C2=C1C=CC=C2CN2CC(C2)OC2CCN(CC2)C(=O)OC(C)(C)C)C)=O)=O